N-(3-Chloro-4-methoxyphenyl)-6-morpholin-4-yl-N1-p-tolyl-[1,3,5]triazine-2,4-diamine ClC=1C=C(C=CC1OC)NC1N(C(=NC(=N1)N)N1CCOCC1)C1=CC=C(C=C1)C